2,3,7,10-tetrazatricyclo[7.4.0.02,6]trideca-1(9),3,5,7-tetraene C1=2N3N=CC=C3N=CC2NCCC1